C(N)(=O)C1=CC=C(C=C1)C=1SC(=CN1)CNC(=O)C1=CC2=C(OC3=C(C(N2)=O)C=CC=C3)C=C1 N-((2-(4-carbamoylphenyl)thiazol-5-yl)methyl)-11-oxo-10,11-dihydrodibenzo[b,f][1,4]oxazepine-8-carboxamide